O(C#N)C1=CC=C(C=C1)C(C)(C)C 1-Cyanato-4-tert-butylbenzol